C(C)(C)(C)C1=NC(=NO1)C=1C(=CC2=C(N(C([C@H](CS2(=O)=O)NC(OC(C)(C)C)=O)=O)CC2=CC=C(C=C2)OCC2CCOCC2)C1)F tert-butyl N-[(3R)-7-(5-tert-butyl-1,2,4-oxadiazol-3-yl)-8-fluoro-1,1,4-trioxo-5-[[4-(tetrahydropyran-4-ylmethoxy)phenyl]methyl]-2,3-dihydro-1λ6,5-benzothiazepin-3-yl]carbamate